N(N)CC=1C=NC2=CC=CC=C2C1CNN 3,4-dihydrazinylmethylquinoline